1-(3-Chlorophenyl)-N-[(1,5-dimethylpyrazol-3-yl)methyl]-5-[2-(2-hydroxyethyl)-3,4-dihydro-1H-isoquinolin-7-yl]-6-oxo-4H-pyrrolo[3,4-c]pyrazole-3-carboxamide ClC=1C=C(C=CC1)N1N=C(C2=C1C(N(C2)C2=CC=C1CCN(CC1=C2)CCO)=O)C(=O)NCC2=NN(C(=C2)C)C